2,3,8,9-tetrachloro-4,5,9-trihydroxynonanoic acid ClC(C(=O)O)C(C(C(CCC(C(O)Cl)Cl)O)O)Cl